C1(CC1)CC1=C(SC2=C1C=NC=C2NC2C(CN(CC2)C)F)C#CC 3-(3-(cyclopropylmethyl)-7-((3-fluoro-1-methylpiperidin-4-yl)amino)thieno[3,2-c]pyridin-2-yl)prop-2-yn